FC=1C=C2N=CC=3N(C(N4C3C2=C(OCC42CC2)C1C=1C=NC(=CC1)OCCCN1CCCCC1)=O)C 6-fluoro-2-methyl-7-(6-(3-(piperidin-1-yl)propoxy)pyridin-3-yl)-2,9-Dihydro-1H-spiro[8-oxa-2,4,10a-triazanaphtho[2,1,8-cde]azulene-10,1-cyclopropane]-1-one